C(C1=CC=CC=C1)OC1=NC(=CC=C1C=1C=C(C=CC1)C)OCC1=CC=CC=C1 2,6-bis(benzyloxy)-3-(m-tolyl)pyridine